[Cl-].FC=1C=CC(=C2C=NNC12)C1=C(C(NC2=CC(=C(N=C12)C#CC(C)(C)O)C)=O)[N+]1=CC=CC=C1 1-(4-(7-Fluoro-1H-indazol-4-yl)-6-(3-hydroxy-3-methylbut-1-yn-1-yl)-7-methyl-2-oxo-1,2-dihydro-1,5-naphthyridin-3-yl)pyridin-1-ium chloride